(1S,2S,3R,4S,5S)-3-((5-chloro-4-(4-fluoro-2-(2-hydroxypropan-2-yl)-1-isopropyl-1H-benzo[d]imidazol-6-yl)pyrimidin-2-yl)amino)-6,8-dioxabicyclo[3.2.1]octan-4-d-2-ol ClC=1C(=NC(=NC1)N[C@H]1[C@@H]([C@@H]2CO[C@H]([C@H]1[2H])O2)O)C=2C=C(C1=C(N(C(=N1)C(C)(C)O)C(C)C)C2)F